(3S*)-3-((tert-butoxycarbonyl)amino)-1-(cyclopropylamino)-1-oxo-4-(2-oxopyrrolidin-1-yl)butan-2-yl acetate C(C)(=O)OC(C(=O)NC1CC1)[C@H](CN1C(CCC1)=O)NC(=O)OC(C)(C)C |o1:11|